CC(CC)CC(=O)OC[C@@H]1[C@H](C[C@@H](O1)N1C=CC=2C(=O)NC(N)=NC12)O 7-deazadeoxyguanosine 1-Methylpropylacetat